([2-(Bis-ethoxymethyl-amino)-ethyl]-{[2-(7-chloro-quinolin-4-ylamino)-eth-ylcarbamoyl]-methyl}-amino)-acetic acid ethyl ester C(C)OC(CN(CC(NCCNC1=CC=NC2=CC(=CC=C12)Cl)=O)CCN(COCC)COCC)=O